[Cl-].C[N+](C(CCNC(C=C)=O)C)(C)C N-[3-(trimethylammonio)butyl]acrylamide chloride